2-(3-((dimethylamino)methyl)-4-(tetrahydrofuran-3-yl)phenyl)-8-(4-methylpyridin-3-yl)quinazoline-2,5-diamine CN(C)CC=1C=C(C=CC1C1COCC1)C1(NC=2C(=CC=C(C2C=N1)N)C=1C=NC=CC1C)N